4-(4,4-difluoropiperidin-1-yl)-2-methoxy-1H-benzo[d]imidazole FC1(CCN(CC1)C1=CC=CC=2NC(=NC21)OC)F